C1(=CC=CC=C1)[N+](CC)(C1=CC=CC=C1)C1=CC=CC=C1 triphenyl-ethyl-ammonium